1-(1-bromoethyl)-3-cyclobutylbenzene BrC(C)C1=CC(=CC=C1)C1CCC1